trimethyl[[(1s,5r,6r,7r)-7-methyl-7-vinylbicyclo[3.2.0]hept-2-en-6-yl]oxy]silane C[Si](O[C@@H]1[C@@H]2CC=C[C@@H]2[C@]1(C=C)C)(C)C